tin selenium disulfide [Se](=S)=S.[Sn]